(Z)-4-(3-hydroxy-1-methoxy-1-oxobut-2-en-2-yl)-3-nitrobenzoate O\C(=C(/C(=O)OC)\C1=C(C=C(C(=O)[O-])C=C1)[N+](=O)[O-])\C